N7-methyl-3-(pyridin-2-yl)-2,3-dihydrobenzofuran-5,7-dicarboxamide CNC(=O)C1=CC(=CC=2C(COC21)C2=NC=CC=C2)C(=O)N